COC(/C=C/C1=CC=CC=C1)C (E)-(3-methoxybut-1-en-1-yl)benzene